((R)-1-((cis)-4-(6-fluoroquinolin-4-yl)cyclohexyl)propan-2-yl)-5-methoxythiazol FC=1C=C2C(=CC=NC2=CC1)[C@H]1CC[C@H](CC1)C[C@@H](C)C=1SC(=CN1)OC